2,4-Dihydroxy-N-(4-hydroxyphenethyl)benzamide OC1=C(C(=O)NCCC2=CC=C(C=C2)O)C=CC(=C1)O